4-(2-(1,3-dioxolan-2-yl)-4-fluorophenyl)butan-1-ol 1-(tert-butyl)2-methyl-(2R,4S)-4-((tert-butyldiphenylsilyl)oxy)pyrrolidine-1,2-dicarboxylate C(C)(C)(C)C1[C@@](N(C[C@H]1O[Si](C1=CC=CC=C1)(C1=CC=CC=C1)C(C)(C)C)C(=O)OCCCCC1=C(C=C(C=C1)F)C1OCCO1)(C(=O)O)C